N1=CC(=CC=C1)N1N=C2C=CC(=CC2=C1)C(=O)NCC1OCCC1 2-(3-pyridinyl)-N-[(tetrahydro-2-furanyl)methyl]-2H-indazole-5-carboxamide